C1(CC1)C(C(C(=C)C)(C)C)=NO 1-cyclopropyl-2,2,3-trimethylbut-3-en-1-one oxime